N-(cyano(phenyl)methyl)-1-(2-((4-fluorophenyl)amino)-5-methylpyridin-4-yl)-1H-imidazole-4-amide C(#N)C(NC(=O)C=1N=CN(C1)C1=CC(=NC=C1C)NC1=CC=C(C=C1)F)C1=CC=CC=C1